ClC1=C(C=NN(C1=O)C)N[C@@H]1C[C@@H](CN(C1)C)C1=CC=C(C(=O)N2CCC(CC2)C#CC2=CC=C(C=C2)C2C(NC(CC2)=O)=O)C=C1 3-[4-[2-[1-[4-[(3R,5R)-5-[(5-chloro-1-methyl-6-oxo-pyridazin-4-yl)amino]-1-methyl-3-piperidyl]benzoyl]-4-piperidyl]ethynyl]phenyl]piperidine-2,6-dione